tert-butyl 2-[(1RS,3SR,4SR)-3-amino-4-{[tert-butyl (diphenyl)silyl]oxy}cyclopentyl]hydrazinecarboxylate N[C@H]1C[C@H](C[C@@H]1O[Si](C1=CC=CC=C1)(C1=CC=CC=C1)C(C)(C)C)NNC(=O)OC(C)(C)C |r|